(R)-4-((3S,5S,8R,9S,10S,13R,14S,17R)-3-hydroxy-10,13-dimethylhexadecahydro-1H-cyclopenta[a]phenanthren-17-yl)pentanoic acid O[C@H]1CC[C@@]2([C@H]3CC[C@@]4([C@H](CC[C@H]4[C@@H]3CC[C@H]2C1)[C@@H](CCC(=O)O)C)C)C